2,2'-bis(o-chlorophenyl)-4,4',5,5'-tetrakis(m-methoxyphenyl)biimidazole ClC1=C(C=CC=C1)C1(N=C(C(=N1)C1=CC(=CC=C1)OC)C1=CC(=CC=C1)OC)C1(N=C(C(=N1)C1=CC(=CC=C1)OC)C1=CC(=CC=C1)OC)C1=C(C=CC=C1)Cl